(R)-1-[6-({4-[2-amino-6-(m-cyanophenyl)-4-pyrimidinyl]-1H-1,2,3-triazol-1-yl}methyl)-2-pyridinyl]-3-pyrrolidinecarboxylic acid NC1=NC(=CC(=N1)C=1N=NN(C1)CC1=CC=CC(=N1)N1C[C@@H](CC1)C(=O)O)C1=CC(=CC=C1)C#N